ClC=1C=2N(C=NC1C=1C(=NN(C1)COCC[Si](C)(C)C)C)N=C(N2)NC2CCOCC2 8-chloro-7-(3-methyl-1-{[2-(trimethylsilyl)ethoxy]methyl}pyrazol-4-yl)-N-(oxan-4-yl)-[1,2,4]triazolo[1,5-c]pyrimidin-2-amine